C(C)(=O)NC=1N=C2C(=NC1)N(C(=C(C2=O)N2CCN(CC2)C(=O)C2=NC=NC(=C2O)C)CC)CC(=O)NC2=C(C=C(C=C2)C(F)(F)F)Cl 2-(2-acetamido-6-ethyl-7-(4-(5-hydroxy-6-methylpyrimidine-4-carbonyl)piperazin-1-yl)-8-oxopyrido[2,3-b]pyrazin-5(8H)-yl)-N-(2-chloro-4-(trifluoromethyl)phenyl)acetamide